(E)-2-(3-hydroxybenzylidene)hydrazine-1-carbothioamide OC=1C=C(\C=N\NC(N)=S)C=CC1